tert-butyl (7-chloro-5-(4-(morpholine-4-carbonyl)phenyl)benzofuran-2-yl)methylcarbamate ClC1=CC(=CC=2C=C(OC21)CNC(OC(C)(C)C)=O)C2=CC=C(C=C2)C(=O)N2CCOCC2